F/C=1/C(=O)OC(\C1\F)=O perfluoromaleic anhydride